8-(tert-butyl)(R)-2-(2-((((9H-fluoren-9-yl)methoxy)carbonyl)oxy)-3,5-difluorophenyl)-6a,7,9,10-tetrahydro-5H-pyrazino[1',2':4,5]pyrazino[2,3-c]pyridazine C(C)(C)(C)N1C[C@@H]2N(C=3C(=NN=C(C3)C3=C(C(=CC(=C3)F)F)OC(=O)OCC3C4=CC=CC=C4C=4C=CC=CC34)NC2)CC1